C(C1=CC=CC=C1)S(=O)(=O)CC(C)=NN toluenesulphonylacetone hydrazone